(E)-N-(4-((R)-3-((5-chloro-4-methoxypyrimidin-2-yl)amino)pyrrolidine-1-carbonyl)phenyl)-4-((S)-3-fluoropyrrolidin-1-yl)but-2-enamide ClC=1C(=NC(=NC1)N[C@H]1CN(CC1)C(=O)C1=CC=C(C=C1)NC(\C=C\CN1C[C@H](CC1)F)=O)OC